C1(=CC=CC=C1)N1N=CC(=N1)C=O 2-phenyl-2H-1,2,3-triazole-4-carbaldehyde